5-(5-(tert-butoxycarbonyl)-3a,5,6,6a-tetrahydro-4H-pyrrolo[3,4-d]isoxazol-3-yl)-2-methoxybenzoic acid C(C)(C)(C)OC(=O)N1CC2C(=NOC2C1)C=1C=CC(=C(C(=O)O)C1)OC